NC1C(=C(C=CC1)CC1=CNC2=CC=C(C=C12)F)O 2-amino-6-((5-fluoro-1H-indol-3-yl)methyl)-3H-phenol